(3S)-3-(7-{[(2R)-7-Amino-2-ethyl-2,3-dihydropyrido[2,3-f][1,4]oxazepin-4(5H)-yl]methyl}-1-benzothiophen-5-yl)-3-(1,4-dimethyl-1H-benzotriazol-5-yl)propanoic acid NC=1C=CC2=C(CN(C[C@H](O2)CC)CC2=CC(=CC=3C=CSC32)[C@H](CC(=O)O)C3=C(C2=C(N(N=N2)C)C=C3)C)N1